P(=O)(O\C(=C/Cl)\C1=C(C=C(C=C1)Cl)Cl)(OC)OC (1Z)-2-chloro-1-(2,4-dichlorophenyl)ethenyl dimethyl phosphate